COC1=CC=C2NC=C(CCN(CCCCCCCCCCCCCC)CCCCCCCCCCCCCC)C2=C1 5-methoxy-N,N-di(tridecylmethyl)tryptamine